CCCCCCC[C@H](CC(=O)O[C@H](CCCCCCC)CC(=O)[O-])O The molecule is a 3-hydroxydecanoyl-3-hydroxydecanoate resulting from the deprotonation of the carboxy group of (R,R)-3-(3-hydroxydecanoyloxy)decanoic acid. The major species at pH 7.3. It is a conjugate base of a (R,R)-3-(3-hydroxydecanoyloxy)decanoic acid.